2-(4-methoxybenzyl)-1-methyl-5-(2-methylpyridin-3-yl)-7-((trimethylsilyl)ethynyl)-1,5-dihydro-4H-imidazo[4,5-c]quinolin-4-one COC1=CC=C(CC=2N(C3=C(C(N(C=4C=C(C=CC34)C#C[Si](C)(C)C)C=3C(=NC=CC3)C)=O)N2)C)C=C1